BrCC1NC2=CC=CC=C2NC1=O 2-bromomethyl-3-oxo-dihydroquinoxaline